(2R)-N-(4-(2-(2-(1-(4-bromophenyl)-4-(4-fluorophenyl)-1H-pyrrol-3-yl)-4-oxooxazolidin-3-yl)ethyl)phenyl)acetamide BrC1=CC=C(C=C1)N1C=C(C(=C1)C1=CC=C(C=C1)F)[C@H]1OCC(N1CCC1=CC=C(C=C1)NC(C)=O)=O